Barium biscarbonate C([O-])([O-])=O.C([O-])([O-])=O.[Ba+2].[Ba+2]